1-2-phenoxyethyl acrylate C(C=C)(=O)OCCOC1=CC=CC=C1